2-(4-nitro-2-((trifluoromethyl)sulfonyl)phenyl)acetaldehyde [N+](=O)([O-])C1=CC(=C(C=C1)CC=O)S(=O)(=O)C(F)(F)F